CC([C@H]([C@H](C(CO)=S)O)O)O 5-methylthioribulose